tri(trifluoroethoxy) borate B(OOCC(F)(F)F)(OOCC(F)(F)F)OOCC(F)(F)F